BrC1=C(C=CC(=C1)F)C1CCC(CO1)=O 6-(2-bromo-4-fluorophenyl)dihydro-2H-pyran-3(4H)-one